acetamide (acetate) C(C)(=O)O.C(C)(=O)N